N-(cyclohexylmethyl)-4-(2,4-dihydroxyphenyl)pentanamide C1(CCCCC1)CNC(CCC(C)C1=C(C=C(C=C1)O)O)=O